C(C)(=O)OC1CCCC1 Cyclopentanyl acetate